CN(CCCN(S(=O)(=O)C=1C=NC(=CC1)N1N=CC(=C1)C(F)(F)F)C=1C(=CC=C2C=NN(C12)C)OC)C N-[3-(dimethylamino)propyl]-N-(6-methoxy-1-methylindazol-7-yl)-6-[4-(trifluoromethyl)pyrazol-1-yl]pyridine-3-sulfonamide